N1C(=NC2=C1C=CC=C2)C2=CC(=NN2CCO)NC(C2=CC(=C(C=C2)OC)Cl)=O N-[5-(1H-benzimidazol-2-yl)-1-(2-hydroxyethyl)pyrazol-3-yl]-3-chloro-4-methoxy-benzamide